3-(3-((tert-butyldimethylsilyl)oxy)-2-methylpropoxy)-5-methyl-4-nitro-1H-pyrazole [Si](C)(C)(C(C)(C)C)OCC(COC1=NNC(=C1[N+](=O)[O-])C)C